FC1(CCC2=C1N=C(N=C2N2C[C@@H]1C([C@@H]1C2)CC(=O)O)N2[C@H](CC2)C)F ((1R,5S,6R)-3-(7,7-difluoro-2-((S)-2-methylazetidine-1-yl)-6,7-dihydro-5H-cyclopenta[D]pyrimidine-4-yl)-3-azabicyclo[3.1.0]hex-6-yl)acetic acid